N-cyclopentylpiperidinium C1(CCCC1)[NH+]1CCCCC1